FC=1N=CC2=C(N1)CN(CC2)C(=O)C2=C(OC=1N=CN=C(C12)NC1(CC1)C)C 5-{2-fluoro-5h,6h,7h,8h-pyrido[3,4-d]pyrimidine-7-carbonyl}-6-methyl-N-(1-methylcyclopropyl)furo[2,3-d]pyrimidin-4-amine